(2R,4R)-4-((6-((1-(tert-butyl)-5-methyl-1H-pyrazol-3-yl)amino)-5-fluoro-4-methylpyridin-2-yl)methyl)-1-(3-chloro-2-fluorobenzyl)-2-methylpiperidine-4-carboxylic acid tert-butyl ester C(C)(C)(C)OC(=O)[C@]1(C[C@H](N(CC1)CC1=C(C(=CC=C1)Cl)F)C)CC1=NC(=C(C(=C1)C)F)NC1=NN(C(=C1)C)C(C)(C)C